(6-(4-Chloro-3-(difluoromethoxy)phenyl)pyrazin-2-yl)methanamine ClC1=C(C=C(C=C1)C1=CN=CC(=N1)CN)OC(F)F